1,1-dioxo-3,5-dihydro-2H-4,1λ6-benzoxathiepin-8-carboxylic acid O=S1(CCOCC2=C1C=C(C=C2)C(=O)O)=O